ClC1=CC(=C(OCC=2C=NC=C(C#N)C2)C=C1OCC=1C(=C(C=CC1)C1=C(C(=CC=C1)C1=CC=C(C=C1)C1NCCC1)C)C)CNCCO 5-((4-chloro-5-((2,2'-dimethyl-4''-(pyrrolidin-2-yl)-[1,1':3',1''-terphenyl]-3-yl)methoxy)-2-(((2-hydroxyethyl)amino)methyl)phenoxy)methyl)nicotinonitrile